6-(4-tert-butyl-2-methyl-phenyl)-2-methyl-3-(1,2,3,6-tetrahydropyridin-4-yl)-1H-pyridin-4-one C(C)(C)(C)C1=CC(=C(C=C1)C1=CC(C(=C(N1)C)C=1CCNCC1)=O)C